(S)-6-((2-(3-aminopiperidin-1-yl)-6-chloro-1H-benzo[d]imidazol-1-yl)methyl)nicotinonitrile N[C@@H]1CN(CCC1)C1=NC2=C(N1CC1=NC=C(C#N)C=C1)C=C(C=C2)Cl